FC1=CC=C(C=C1)C1=NC(=NC(=C1)OCCOC)N1CCC(CC1)C(=O)O 1-(4-(4-fluorophenyl)-6-(2-methoxyethoxy)pyrimidin-2-yl)piperidine-4-carboxylic acid